CN(C)CC1CCC2(CC1)OC1=C(O2)C(=C(C=C1C=1C=NN(C1)C)C(=O)NCC=1C(NC(=CC1SC)C)=O)C 4'-[(dimethylamino)methyl]-7-methyl-N-{[6-methyl-4-(methylsulfanyl)-2-oxo-1H-pyridin-3-yl]methyl}-4-(1-methylpyrazol-4-yl)spiro[1,3-benzodioxole-2,1'-cyclohexane]-6-carboxamide